C(CCCCC)(C=1OCCN1)C=1OCCN1 2,2'-hexylidenebis(2-oxazoline)